2-amino-N-(3-(5-chloro-2-(difluoromethoxy)phenyl)-1-(2-(dimethylamino)-2-oxoethyl)-1H-pyrazol-4-yl)pyrazolo[1,5-a]pyrimidine-3-carboxamide NC1=NN2C(N=CC=C2)=C1C(=O)NC=1C(=NN(C1)CC(=O)N(C)C)C1=C(C=CC(=C1)Cl)OC(F)F